ClC1=C(C(=CC(=C1)CC)Cl)O 2,6-dichloro-4-ethylphenol